3-benzoyl-2-oxoindoline-6-carboxylic acid methyl ester COC(=O)C1=CC=C2C(C(NC2=C1)=O)C(C1=CC=CC=C1)=O